C(C)N(CCN(C(CCOC1=CC(=CC=C1)OC)=O)C)CCO N-{2-[ethyl-(2-hydroxyethyl)amino]ethyl}-3-(3-methoxyphenoxy)-N-methylpropanamide